N-[2-(2-iodoethyl)-6-methyl-Oxy-indazol-5-yl]Pyrazolo[1,5-a]Pyrimidine-3-carboxamide ICCN1N=C2C=C(C(=CC2=C1)NC(=O)C=1C=NN2C1N=CC=C2)OC